C(C)(C)(C)OC(=O)[C@H]1[C@@H](C1)C=1C=NN(C1)C |r| (±)-trans-2-(1-methylpyrazol-4-yl)cyclopropanecarboxylic acid tert-butyl ester